tert-butyl (3aS,6S,6aS)-6-((5-chloro-2,4-difluorophenyl)(methyl)carbamoyl)-3a-cyclopropyl-2,2-dimethyl-4-oxotetrahydro-5H-[1,3]dioxolo[4,5-c]pyrrole-5-carboxylate ClC=1C(=CC(=C(C1)N(C(=O)[C@H]1N(C([C@@]2([C@H]1OC(O2)(C)C)C2CC2)=O)C(=O)OC(C)(C)C)C)F)F